4-chloro-3-(1,3-dioxolan-2-yl)-2-fluoropyridine ClC1=C(C(=NC=C1)F)C1OCCO1